CC1=C(OCCN2CCOCC2)C(=CC(=C1)C)CC1=C(C=C(C(=C1)F)F)F (2-(2,4-Dimethyl-6-(2,4,5-trifluorobenzyl)phenoxy)ethyl)morpholine